FC1=C(CN2[C@@H](CCC2=O)CC(=O)N[C@@H](C(C)C)C(=O)N[C@@H]([C@@H](C)CC)C(=O)OC)C=CC=C1F Methyl (2-((S)-1-(2,3-difluorobenzyl)-5-oxopyrrolidin-2-yl)acetyl)-L-valyl-L-isoleucinate